4-(3-(5-(1,3-dioxolan-2-yl)thiophen-2-yl)propyl)morpholin O1C(OCC1)C1=CC=C(S1)CCCN1CCOCC1